CC1=NN(C(=C1)C1=NSC=2C1=NC(=CC2C2(CCOCC2)C#N)N2[C@@H](COCC2)C)C2OCCCC2 4-{3-[3-methyl-1-(oxan-2-yl)-1H-pyrazol-5-yl]-5-[(3R)-3-methylmorpholin-4-yl]-[1,2]thiazolo[4,5-b]pyridin-7-yl}oxane-4-carbonitrile